CC1=CC=C(CNC2C(CNC=C2)C#N)C=C1 4-((4-methylbenzyl)amino)-tetrahydropyridine-3-carbonitrile